O=C1NC(CC[C@@H]1NC(=O)C=1C(=CC2=C(OC[C@H]3N2CCN(C3)C)C1)F)=O (S)-N-((S)-2,6-dioxopiperidin-3-yl)-9-fluoro-3-methyl-1,2,3,4,4a,5-hexahydrobenzo[b]pyrazino[1,2-d][1,4]oxazine-8-carboxamide